2-(1,1-dimethylpropyl)-cyclohexanol 1-acetate C(C)(=O)OC1C(CCCC1)C(CC)(C)C